2-(benzothiophen-2-yl)-6,6,9-trimethyl-3-pentyl-6a,7,8,10a-tetrahydrobenzo[c]chromen-1-ol S1C(=CC2=C1C=CC=C2)C2=C(C=1C3C(C(OC1C=C2CCCCC)(C)C)CCC(=C3)C)O